1,1-di(tert-hexyl-peroxy)cyclohexane C(C)(C)(CCC)OOC1(CCCCC1)OOC(C)(C)CCC